N1(CCCC1)C(CC)=O 1-pyrrolidin-1-ylpropan-1-one